N1CC(C1)C(=O)O[C@H]1[C@H](N(C[C@@H]1OC(=O)OC(C)(C)C)C(=O)OC(C)(C)C)CC1=CC=C(C=C1)OC tert-butyl (2R,3S,4S)-3-(azetidine-3-carbonyloxy)-4-[(tert-butoxycarbonyl)oxy]-2-[(4-methoxyphenyl)methyl]pyrrolidine-1-carboxylate